methyl-5-{4-[7-(1-quinolin-6-ylcyclopropyl)imidazo[1,2-b][1,2,4]triazin-2-yl]phenyl}pyridine-2-carboxamide CC=1C(=NC=C(C1)C1=CC=C(C=C1)C=1C=NC=2N(N1)C(=CN2)C2(CC2)C=2C=C1C=CC=NC1=CC2)C(=O)N